(S)-3-[(1-piperazinyl)carbonyl]cyclopentanone N1(CCNCC1)C(=O)[C@@H]1CC(CC1)=O